ClC=1C(=CC2=C(NC(=N2)O[C@@H]2CO[C@H]3[C@@H]2OC[C@H]3O)C1)C1=CC=C(C=C1)C1=CC=C(C=C1)CN1CC(C1)COCCO (3R,3aR,6R,6aR)-6-((6-chloro-5-(4'-((3-((2-hydroxyethoxy)methyl)azetidin-1-yl)methyl)-[1,1'-biphenyl]-4-yl)-1H-benzo[d]imidazol-2-yl)oxy)hexahydrofuro[3,2-b]furan-3-ol